tert-butyl 5-((2-(2,6-dioxopiperidin-3-yl)-1-oxoisoindolin-4-yl)amino)pentanoate O=C1NC(CCC1N1C(C2=CC=CC(=C2C1)NCCCCC(=O)OC(C)(C)C)=O)=O